(1S,2S)-N-(3-(2,6-dimethoxyphenyl)-1H-pyrrolo[2,3-b]pyridin-6-yl)-2-(morpholinomethyl)cyclopropanecarboxamide COC1=C(C(=CC=C1)OC)C1=CNC2=NC(=CC=C21)NC(=O)[C@@H]2[C@H](C2)CN2CCOCC2